O[C@H]1CN(CC1)CC=1C=NC2=C(N=CC=C2C1)NC=1C(=C(C=CC1)C1=C(C(=CC=C1)C=1NC2=NC(=CC=C2C1)CN1CC(CC1)C(=O)O)C)C 1-((2-(3'-((3-(((R)-3-hydroxypyrrolidin-1-yl)methyl)-1,7-naphthyridin-8-yl)amino)-2,2'-dimethyl-[1,1'-biphenyl]-3-yl)Azolo[5,4-b]pyridin-6-yl)methyl)pyrrolidine-3-carboxylic acid